(S)-5-(4-fluorobenzyl)-N-(5-methyl-4-oxo-7-(1-oxa-8-azaspiro[4.5]decan-8-yl)-2,3,4,5-tetrahydrobenzo[b][1,4]oxazepin-3-yl)-1H-1,2,4-triazole-3-carboxamide FC1=CC=C(CC2=NC(=NN2)C(=O)N[C@@H]2C(N(C3=C(OC2)C=CC(=C3)N3CCC2(CCCO2)CC3)C)=O)C=C1